C(#N)C1(CC1)[C@@H](N[S@](=O)C(C)(C)C)C1=CC2=C(N(C=N2)COCC[Si](C)(C)C)C=C1 |o1:5| (R)-N-((S*)-(1-cyanocyclopropyl)(1-((2-(trimethylsilyl)ethoxy)methyl)-1H-benzo[d]imidazol-5-yl)methyl)-2-methylpropane-2-sulfinamide